OCC=1C(=NC=CC1)NC1C(NC(CC1)=O)=O 3-((3-(hydroxymethyl)pyridin-2-yl)amino)piperidine-2,6-dione